C(C)C(C(=O)OCC1=CC=C(C=C1)N1CCCC1)N1C2CN(CC1CC2)C2=NC=C(C=N2)C(F)(F)F 4-(1-Pyrrolidinyl)benzenemethanol ethyl-2-(3-(5-(trifluoromethyl)pyrimidin-2-yl)-3,8-diazabicyclo(3.2.1)octan-8-yl)acetate